FC(C(=O)O)(F)F.C(C1=CC=CC=C1)[C@H]1C(NC(N1)(C)C)=O (S)-5-benzyl-2,2-dimethylimidazolidin-4-one trifluoroacetate